3-cyano-N-(4-methoxybenzyl)-N-methyl-4-((4-(pentafluoro-lambda6-sulfanyl)phenyl)amino)benzenesulfonamide C(#N)C=1C=C(C=CC1NC1=CC=C(C=C1)S(F)(F)(F)(F)F)S(=O)(=O)N(C)CC1=CC=C(C=C1)OC